(Z)-(3-(3-(naphthalen-2-yl)-1-phenyl-1H-pyrazol-4-yl)acryloyl)-L-tryptophan C1=C(C=CC2=CC=CC=C12)C1=NN(C=C1\C=C/C(=O)N[C@@H](CC1=CNC2=CC=CC=C12)C(=O)O)C1=CC=CC=C1